2-(2-hydroxypropan-2-yl)-7-nitroquinazolin-4(3H)-one OC(C)(C)C1=NC2=CC(=CC=C2C(N1)=O)[N+](=O)[O-]